CN(CCOC=1C=NC(=C(C(=O)NC2(CC2)C2=CC=CC3=CC=CC=C23)C1)C)C 5-(2-(Dimethylamino)ethoxy)-2-methyl-N-(1-(naphthalen-1-yl)cyclopropyl)nicotinamide